tert-butyl N-[(3R)-5-[(4-chlorophenyl)methyl]-7-[(2,2-dimethylpropanoylamino)carbamoyl]-8-fluoro-9-methyl-4-oxo-2,3-dihydro-1,5-benzothiazepin-3-yl]carbamate ClC1=CC=C(C=C1)CN1C([C@H](CSC2=C1C=C(C(=C2C)F)C(NNC(C(C)(C)C)=O)=O)NC(OC(C)(C)C)=O)=O